4-[2-({N-[7-bromo-2-(4-methoxyphenyl)[1,2,4]triazolo[1,5-c]quinazolin-5-yl]-D-alanyl}amino)ethyl]piperazine-1-carboxylic acid tert-butyl ester C(C)(C)(C)OC(=O)N1CCN(CC1)CCNC([C@H](NC1=NC=2C(=CC=CC2C=2N1N=C(N2)C2=CC=C(C=C2)OC)Br)C)=O